C(C)(C)(C)OC(=O)N(C(OC(C)(C)C)=O)C1=NC=CC(=C1F)CC=1C=NC=C(C1C)SC1=CC=C(C=C1)Cl tert-butyl N-(tert-butoxycarbonyl)-N-[4-({5-[(4-chlorophenyl)sulfanyl]-4-methylpyridin-3-yl}methyl)-3-fluoropyridin-2-yl]carbamate